OCC1=CC=C(C=C1)SCC1C(N2C(C(C2S(C1)=O)NC(CC1=CC=CC=C1)=O)=O)C(=O)OC(C1=CC=CC=C1)C1=CC=CC=C1 Benzhydryl 3-(((4-(hydroxymethyl)phenyl)thio)methyl)-8-oxo-7-(2-phenylacetamido)-5-thia-1-azabicyclo[4.2.0]octane-2-carboxylate 5-oxide